m-1-(2-cyclohexylethoxy)ethoxystyrene C1(CCCCC1)CCOC(C)OC=1C=C(C=C)C=CC1